phenyl-but-2-ynyl-amide trifluoroacetate FC(C(=O)[O-])(F)F.C1(=CC=CC=C1)[N-]CC#CC